2-[({[(2R,3R,4S,5S,6R)-3,4,5-trihydroxy-6-(hydroxymethyl)oxan-2-yl]oxy}carbonyl)amino]ethyl (2S)-2-(4-methylbenzenesulfonamido)propanoate CC1=CC=C(C=C1)S(=O)(=O)N[C@H](C(=O)OCCNC(=O)O[C@H]1O[C@@H]([C@H]([C@@H]([C@H]1O)O)O)CO)C